8-(2,4-Dichlorophenyl)-9-(4-((1-(3-fluoropropyl)azetidin-3-yl)methyl)phenyl)-7-methyl-6,7-dihydro-5H-benzo[7]annulen ClC1=C(C=CC(=C1)Cl)C=1C(CCC2=C(C1C1=CC=C(C=C1)CC1CN(C1)CCCF)C=CC=C2)C